C(C)(=O)OC1=CC(=C(C(=O)O)C=C1)C(F)(F)F 4-acetoxy-2-trifluoromethylbenzoic acid